C1(=CC=CC2=CC=CC=C12)C1=CC=C(C=C1)C1=CC(=CC2=NN(N=C21)C2=CC=C(C=C2)C=2C=NC=CC2)C2=CC=C(C=C2)C2=CC=CC1=CC=CC=C21 4,6-bis{4-(naphthalen-1-yl)phenyl}-2-{4-(pyridin-3-yl)phenyl}-2H-benzotriazole